COC=1C=CC2=C(N=C(O2)N2CCOCC2)C1 5-Methoxy-2-morpholinylbenzo[d]oxazole